2-(2,4-Difluorophenyl)-4-(pyridin-3-yl)phthalazin-1(2H)-one FC1=C(C=CC(=C1)F)N1C(C2=CC=CC=C2C(=N1)C=1C=NC=CC1)=O